4-fluoro-1-((2-methylpyridin-3-yl)methyl)-1H-pyrazole-3-carboxylic acid ethyl ester C(C)OC(=O)C1=NN(C=C1F)CC=1C(=NC=CC1)C